BrC=1C=C(C=CC1F)N(C(=O)[C@H]1N(C(OC1)=O)C1=NC(=CC(=C1)C(F)(F)F)C)C (S)-N-(3-Bromo-4-fluorophenyl)-N-methyl-3-(6-methyl-4-(trifluoromethyl)pyridin-2-yl)-2-oxooxazolidine-4-carboxamide